5-bromo-N-(4-(2-propylhydrazine-1-carbonyl)benzyl)benzofuran-2-carboxamide BrC=1C=CC2=C(C=C(O2)C(=O)NCC2=CC=C(C=C2)C(=O)NNCCC)C1